NC1=C(C=C(C(=O)OC)C=C1F)NC[C@H]1OCC1 (S)-methyl 4-amino-5-fluoro-3-((oxetane-2-ylmethyl)amino)benzoate